BrC1=C(C=C(C=C1)N(C(OC(C)(C)C)=O)C)OC tert-butyl N-(4-bromo-3-methoxy-phenyl)-N-methyl-carbamate